1-(2-(Benzyloxy)ethyl)-N-(4-bromo-2-methylphenyl)-4-methyl-1H-pyrazole-5-carboxamide C(C1=CC=CC=C1)OCCN1N=CC(=C1C(=O)NC1=C(C=C(C=C1)Br)C)C